4-methylbicyclo[2.2.2]oct-2-en-1-carboxylic acid CC12C=CC(CC1)(CC2)C(=O)O